C(C)(C)(C)OC(=O)NC1=C(C=C(C=C1)F)B(O)O (2-[(TERT-BUTOXYCARBONYL)AMINO]-5-FLUOROPHENYL)BORONIC ACID